BrC=1C=CC=2C3=C(N(C2C1)C)C(N(N=C3)CC3=NN(C=C3)C)=O 7-bromo-5-methyl-3-((1-methyl-1H-pyrazol-3-yl)methyl)-3H-pyridazino[4,5-b]indol-4(5H)-one